ONC=O hydroxymethanamide